O=C1NC(CCC1N1CC2=CC=C(C=C2C1=O)CC(=O)NC=1SC(=CN1)OC1=CC=CC=C1)=O 2-(2-(2,6-dioxopiperidin-3-yl)-3-oxoisoindolin-5-yl)-N-(5-phenoxythiazol-2-yl)acetamide